C1(CC1)NC(=O)C1=CC=C(C(=N1)C)N1CCN(CC1)C(=O)OC(C)(C)C Tert-butyl 4-(6-(cyclopropylcarbamoyl)-2-methylpyridin-3-yl)piperazine-1-carboxylate